benzyl (S)-2-(cyanomethyl)-4-(7-(8-methylnaphthalen-1-yl)-2-((((S)-1-methylpyrrolidin-2-yl)methyl)thio)-5,6,7,8-tetrahydropyrido[3,4-d]pyrimidin-4-yl)piperazine-1-carboxylate C(#N)C[C@@H]1N(CCN(C1)C=1C2=C(N=C(N1)SC[C@H]1N(CCC1)C)CN(CC2)C2=CC=CC1=CC=CC(=C21)C)C(=O)OCC2=CC=CC=C2